10,10-dimethyl-4-(4-methylpyridin-3-yl)-9-oxo-1-oxa-4-azaspiro[5.5]undec-7-ene-8-carbonitrile 2,2,2-trifluoroacetate FC(C(=O)O)(F)F.CC1(C(C(=CC2(CN(CCO2)C=2C=NC=CC2C)C1)C#N)=O)C